(3,3,4,4,5,5,6,6,7,7,8,8,9,9,10,10,10-heptadecafluoro)-decylphosphonic acid FC(CCP(O)(O)=O)(C(C(C(C(C(C(C(F)(F)F)(F)F)(F)F)(F)F)(F)F)(F)F)(F)F)F